C(C)(C)(C)OC(=O)N1C[C@H](OCC1)C(=O)O (2S)-4-tert-butoxycarbonylmorpholine-2-carboxylic acid